C(C)(=O)N[C@@H](CC(C)C)C(=O)N1N=CC(=C1)C=1SC=C(N1)C(=O)NC=1C(=NN(C1)C1CCC(CC1)OCC)C1=NC(=CC=C1F)F 2-(1-(acetylleucinyl)-1H-pyrazol-4-yl)-N-(3-(3,6-difluoropyridin-2-yl)-1-((1r,4r)-4-ethoxycyclohexyl)-1H-pyrazol-4-yl)thiazole-4-carboxamide